5-((5-fluoro-2-(methylsulfonyl)benzyl)amino)-N-methyl-1H-indazole-3-carboxamide FC=1C=CC(=C(CNC=2C=C3C(=NNC3=CC2)C(=O)NC)C1)S(=O)(=O)C